N,N-dinonylamine C(CCCCCCCC)NCCCCCCCCC